C1(CC1)C1=CC(=NC=2N1N=C(C2)C=2C=CC(=NC2F)[C@H]2[C@@H](C2)C(=O)N)C(=O)N2[C@@H](C1=CC=CC=C1CC2)C Trans-2-(5-{7-Cyclopropyl-5-[(1R)-1-methyl-1,2,3,4-tetrahydroisoquinoline-2-carbonyl]pyrazolo[1,5-a]pyrimidin-2-yl}-6-fluoropyridin-2-yl)cyclopropane-1-carboxamide